ONC(=O)C=1C=2CC3(C(N(CC3)C)=O)CC2C=CC1 N-hydroxy-1'-methyl-2'-oxo-1,3-dihydrospiro[indene-2,3'-pyrrolidine]-4-carboxamide